C1=CSC(=C1)C2=CC=C(S2)C3=CC=C(S3)C4=CC=CS4 quaterthiophene